N-(4-((2-(1,1-difluoroethyl)-6-methylpyrimidin-4-yl)amino)-5-(5-methyl-4-oxo-4,5,6,7-tetrahydropyrazolo[1,5-a]pyrazin-2-yl)pyridin-2-yl)acetamide FC(C)(F)C1=NC(=CC(=N1)NC1=CC(=NC=C1C1=NN2C(C(N(CC2)C)=O)=C1)NC(C)=O)C